2-(4-((4-(cyclopropyl(4-(trifluoromethyl)benzyl)amino)-7H-pyrrolo[2,3-d]pyrimidin-7-yl)methyl)-4-hydroxypiperidin-1-yl)acetamide C1(CC1)N(C=1C2=C(N=CN1)N(C=C2)CC2(CCN(CC2)CC(=O)N)O)CC2=CC=C(C=C2)C(F)(F)F